C(C)(C)(C)OC(=O)N1CCC(CC1)C(=O)O piperidine-1,4-dicarboxylic acid 1-tert-butyl ester